C(C1=CC=CC=C1)NC(C(=C)Br)=O N-benzyl-2-bromoacrylamide